The molecule is a medium-chain fatty acyl-CoA that results from the formal condensation of the thiol group of coenzyme A with the carboxy group of trans-3-cis-5-octadienoic acid. It is an unsaturated fatty acyl-CoA, a medium-chain fatty acyl-CoA and a (3E,5Z)-dienoyl-CoA. It is a conjugate acid of a trans-3-cis-5-octadienoyl-CoA(4-). CC/C=C\\C=C\\CC(=O)SCCNC(=O)CCNC(=O)[C@@H](C(C)(C)COP(=O)(O)OP(=O)(O)OC[C@@H]1[C@H]([C@H]([C@@H](O1)N2C=NC3=C(N=CN=C32)N)O)OP(=O)(O)O)O